5-(2-azaspiro[3.3]heptan-6-yloxy)-2,8-dimethyl-isoquinolin-1-one C1NCC12CC(C2)OC2=C1C=CN(C(C1=C(C=C2)C)=O)C